FC1=CC=C(C=C2C(N(C(S2)=NN=C2C(NC3=CC=C(C=C23)F)=O)C2=C(C=CC=C2)Cl)=O)C=C1 3-(2-(5-(4-fluorobenzylidene)-3-(2-chlorophenyl)-4-oxothiazolidin-2-ylidene)hydrazono)-5-fluoro-1H-indol-2-one